CC1(CC(CCC1)C)C 2,2,6-trimethylcyclohexane